2'-chloro-4'-((2-methoxyethoxy)methyl)-4,5,5',6'-tetrahydro-2H-spiro[furan-3,8'-pyrano[3,4-b]pyridine] ClC1=CC(=C2C(=N1)C1(OCC2)COCC1)COCCOC